COC1=CC=C(C=C1)C1(C=CC2=C(O1)C=1C=C(C(=CC1C1=C2C(C2=C(C(=C(C=C21)Br)C)Br)(C)C)OC)OC)C2=CC=C(C=C2)OC 3,3-bis(4-methoxyphenyl)-10,12-dibromo-6,7-dimethoxy-11,13,13-trimethyl-3H,13H-indeno[2',3':3,4]naphtho[1,2-b]pyran